2-cyano-ethyl-2-fluoropyridine phosphate P(=O)(O)(O)O.C(#N)CCC=1C(=NC=CC1)F